N-((1R,2S)-2-((5-amino-4-carbamoyl-3-(4-((5-fluoro-2-methoxybenzamido)methyl)phenyl)-1H-pyrazol-1-yl)methyl)cyclobutyl)-N-methyl-1H-1,2,4-triazole-1-carboxamide NC1=C(C(=NN1C[C@H]1[C@@H](CC1)N(C(=O)N1N=CN=C1)C)C1=CC=C(C=C1)CNC(C1=C(C=CC(=C1)F)OC)=O)C(N)=O